FC(C1=CC2=C(SC(=C2)C(N[C@H](C(N2[C@@H](CCC2)C(=O)N2C[C@H](OCC2)C2=CC=CC=C2)=O)CC2CCN(CC2)C)=O)C=C1)(F)P(O)(O)=O (difluoro(2-(((S)-3-(1-methylpiperidin-4-yl)-1-oxo-1-((S)-2-((R)-2-phenylmorpholine-4-carbonyl)pyrrolidin-1-yl)propan-2-yl)carbamoyl)benzo[b]thiophen-5-yl)methyl)phosphonic acid